1-(t-butyl) 5-methyl (3R,5S)-3'-oxo-3',4'-dihydro-1'H-spiro[pyrrolidine-3,2'-quinoxaline]-1,5-dicarboxylate O=C1[C@]2(NC3=CC=CC=C3N1)CN([C@@H](C2)C(=O)OC)C(=O)OC(C)(C)C